Cl.COC1=C(C(NC=C1)=O)C(=O)N 4-methoxy-2-oxo-1,2-dihydropyridine-3-carboxamide hydrochloride